3-((tert-butyldimethylsilyl)oxy)propyl 4-methylbenzenesulfonate CC1=CC=C(C=C1)S(=O)(=O)OCCCO[Si](C)(C)C(C)(C)C